6-Chloro-N-(1-methylpiperidin-4-yl)-2-{4-[3-methyl-4-(1,3-thiazol-2-ylmethyl)piperazin-1-yl]phenyl}-3H-imidazo[4,5-b]pyridin-7-amine ClC=1C(=C2C(=NC1)NC(=N2)C2=CC=C(C=C2)N2CC(N(CC2)CC=2SC=CN2)C)NC2CCN(CC2)C